C[C@@H]1N(C[C@H](N(C1)[C@H](C1=NC=C(C=C1)C(F)(F)F)C1=CC=C(C=C1)C(F)(F)F)C)C=1C=2N=CN(C2N2C(N1)=NN=C2)CCN(C)C 2-(4-((2S,5R)-2,5-dimethyl-4-((S)-(4-(trifluoromethyl)phenyl)(5-(trifluoromethyl)pyridin-2-yl)methyl)piperazin-1-yl)-1H-[1,2,4]triazolo[3,4-b]purin-1-yl)-N,N-dimethylethan-1-amine